(R)-di-1-adamantylphosphino(tert-butylmethylphosphino)methane C12(CC3CC(CC(C1)C3)C2)P(C23CC1CC(CC(C2)C1)C3)C[P@](C)C(C)(C)C